3-(carbonyl-ethoxy)propyl-dimethyl-ethoxysilane C(=O)=CCOCCC[Si](OCC)(C)C